ClC1=C(C=C(C=C1)I)Cl 1,2-dichloro-4-iodobenzene